(2S,4r)-1-[(2S)-2-(4-cyclopropyl-triazol-1-yl)-3,3-dimethyl-butyryl]-N-[3-(3-ethyl-1,2,4-oxadiazol-5-yl)cyclopentyl]-4-hydroxy-pyrrolidine-2-carboxamide C1(CC1)C=1N=NN(C1)[C@H](C(=O)N1[C@@H](C[C@H](C1)O)C(=O)NC1CC(CC1)C1=NC(=NO1)CC)C(C)(C)C